3-(2-chloro-3'-fluoro-4'-(2-oxopyridin-1(2H)-yl)-[1,1'-biphenyl]-3-yl)piperidine-2,6-dione ClC1=C(C=CC=C1C1C(NC(CC1)=O)=O)C1=CC(=C(C=C1)N1C(C=CC=C1)=O)F